C(#N)C1=C(SC2=C1C(=NC=C2C)C=2C1=C(C=3C=NC(=NC3C2F)N2C[C@H](CC2)N(C)C)COC1)NC(OC(C)(C)C)=O tert-Butyl (3-cyano-4-(3-((S)-3-(dimethylamino)pyrrolidin-1-yl)-5-fluoro-7,9-dihydrofuro[3,4-f]quinazolin-6-yl)-7-methylthieno[3,2-c]pyridin-2-yl)carbamate